C(C)(C)(C)OC(=O)N1CCC(CC1)N1CCC2=CC(=C(C=C12)C(=O)OC)[N+](=O)[O-] methyl N-(1-tert-butoxycarbonylpiperidin-4-yl)-5-nitroindoline-6-carboxylate